2-(acryloyloxy)ethyl 4-(4-methylpent-3-en-1-yl)cyclohex-3-enecarboxylate CC(=CCCC1=CCC(CC1)C(=O)OCCOC(C=C)=O)C